CN(C)CC1=C(C=C(C=C1OC)C=1C(=C(C=CC1)C1=C(C(=CC=C1)NC(=O)C=1C(N(C(NC1)=O)C)=O)C)C)F N-(4''-((dimethylamino)methyl)-3''-fluoro-5''-methoxy-2,2'-dimethyl-[1,1':3',1''-terphenyl]-3-yl)-3-methyl-2,4-dioxo-1,2,3,4-tetrahydropyrimidine-5-carboxamide